ClC1=C(C(=CC=C1)C)N1C(N(C2=C(C1)C=NC=C2)C2CCN(CC2)CC)=O 3-(2-chloro-6-methyl-phenyl)-1-(1-ethyl-4-piperidyl)-4H-pyrido[4,3-d]pyrimidin-2-one